COC(=O)C1=NC=C(C=C1)OCOC 5-(methoxymethyloxy)pyridine-2-carboxylic acid methyl ester